4-(2,2-difluorocyclopropyl)benzonitrile FC1(C(C1)C1=CC=C(C#N)C=C1)F